α,β-methyleneadenosine 5'-triphosphate C1=NC(=C2C(=N1)N(C=N2)[C@H]3[C@@H]([C@@H]([C@H](O3)COP(=O)(CP(=O)(O)OP(=O)(O)O)O)O)O)N